2-((1-oxa-7-azaspiro[4.4]nonan-7-yl)methyl)-7-(5-fluoro-2-(((3S,4R)-3-hydroxytetrahydro-2H-pyran-4-yl)amino)pyrimidin-4-yl)-1-isopropylquinolin-4(1H)-one O1CCCC12CN(CC2)CC=2N(C1=CC(=CC=C1C(C2)=O)C2=NC(=NC=C2F)N[C@H]2[C@@H](COCC2)O)C(C)C